C(C)(C)(C)OC([C@@H](NCC(=O)NC1=C(C=CC(=C1)Cl)N1N=NC(=C1)C(F)(F)F)CC1=CC=CC=C1)=O (2-((5-chloro-2-(4-(trifluoromethyl)-1H-1,2,3-triazol-1-yl)phenyl)amino)-2-oxoethyl)phenylalanine tert-butyl ester